1-tert-butyl-5-[3-(3-methylthiophen-2-yl)-1,2,4-oxadiazol-5-yl]-1H-1,2,3-benzotriazole C(C)(C)(C)N1N=NC2=C1C=CC(=C2)C2=NC(=NO2)C=2SC=CC2C